C(C1=CC=CC=C1)N1N=CC(=C1)C1=NC=2N=C(N(C(C2N1)=O)CCC)N1CCCCC1 8-(1-Benzyl-1H-pyrazol-4-yl)-2-piperidin-1-yl-1-propyl-1,7-dihydro-purin-6-one